CC=1C(=C(C=2CC3=CC=CC=C3C2C1)NC=1C2(C3=CC4=CC=CC=C4C3=CC1C1=CC=CC=C1)C=CC=C1C3=CC=CC=C3C=C12)C (dimethylfluorenyl)(phenylspirobifluorenyl)amine